C(C)(C)C1=C(NC2=CN=C(C(=C21)C)N2CCN(CC2)CC(=O)NC)C=2C=C(C=1N(C2)N=CN1)OC 2-(4-(3-isopropyl-2-(8-methoxy-[1,2,4]triazolo[1,5-a]pyridin-6-yl)-4-methyl-1H-pyrrolo[2,3-c]pyridin-5-yl)piperazin-1-yl)-N-methylacetamide